CC1=NC(=NO1)C1=CC=C2C=CN=C(C2=C1)NCCN1CC=2N(CC1)C=C(C2)C(=O)OC(C)C Propan-2-yl 2-(2-((7-(5-methyl-1,2,4-oxadiazol-3-yl)isoquinolin-1-yl)amino)ethyl)-1,2,3,4-tetrahydropyrrolo[1,2-a]pyrazine-7-carboxylate